N-(3-chloro-1H-indol-7-yl)-1-(oxetan-3-yl)pyrazole-4-sulfonamide ClC1=CNC2=C(C=CC=C12)NS(=O)(=O)C=1C=NN(C1)C1COC1